C1(=CC=CC=C1)C(CCN1N(CCCCC1)CCC(=C)C1=CC=CC=C1)=C N,N'-bis(3-phenylbut-3-enyl)diazepane